4-[[4-[3-(4-Methoxy-3-methylphenyl)prop-2-enoyl]phenyl]sulfonyl-methylamino]butanoic acid COC1=C(C=C(C=C1)C=CC(=O)C1=CC=C(C=C1)S(=O)(=O)N(CCCC(=O)O)C)C